3-(3,5-di-tert-butyl-4-hydroxyphenyl)propionamidopropane C(C)(C)(C)C=1C=C(C=C(C1O)C(C)(C)C)CCC(=O)NCCC